S-((1-(((tert-butyldiphenylsilyl)oxy)methyl)cyclobutyl)methyl) ethanethioate C(C)(SCC1(CCC1)CO[Si](C1=CC=CC=C1)(C1=CC=CC=C1)C(C)(C)C)=O